NC1=CC=C(C=C1)[Mg]Br 4-aminophenylmagnesium bromide